N(=[N+]=[N-])C(CC)C1=CC=C(N=N1)N1C[C@@H](CCC1)N(C(OC(C)(C)C)=O)CC1CCC1 tert-butyl N-[(3R)-1-[6-(1-azidopropyl)pyridazin-3-yl]-3-piperidyl]-N-(cyclobutylmethyl)carbamate